OC(=O)C(F)(F)F.NCC1=CC(=C(S1)NC(CCCCCCC\C=C/CCCCCCCC)=O)C(=O)OCC ethyl 5-(aminomethyl)-2-oleamidothiophene-3-carboxylate TFA salt